OC1=C(C(=O)[O-])C=C(C(=C1)C(=O)[O-])O.[Li+].[Li+].[Li+].[Li+].OC1=C(C(=O)[O-])C=C(C(=C1)C(=O)[O-])O tetralithium 2,5-dihydroxyterephthalate